[Na+].NCCS(=O)(=O)[O-] 2-aminoethanesulfonic acid sodium salt